3-{5,7-dimethoxy-[1,3]thiazolo[4,5-b]pyridin-6-yl}-1-{[2-(trimethylsilyl)ethoxy]methyl}pyrrolo[2,3-b]pyridin-6-amine COC1=C(C(=C2C(=N1)N=CS2)OC)C2=CN(C1=NC(=CC=C12)N)COCC[Si](C)(C)C